1-methoxy-2,7-naphthyridine COC1=NC=CC2=CC=NC=C12